C(C)(C)(C)OC(=O)N1CC2=C(CC1)N(C(=N2)C(=O)NC=2C(=C(C=CC2)C2=C(C(=NC=C2)C2=CC(=C(CNCCC(=O)O)C=C2)OC)Cl)Cl)C 3-((4-(4-(3-(5-(tert-butoxycarbonyl)-1-methyl-4,5,6,7-tetrahydro-1H-imidazo[4,5-c]pyridine-2-carboxamido)-2-chlorophenyl)-3-chloropyridin-2-yl)-2-methoxybenzyl)amino)propanoic acid